(trans)-3-(5-((trans)-2-cyano-3-oxo-3-(3,4,5-trimethoxyphenyl)prop-1-en-1-yl)-2-methoxyphenyl)-N-hydroxyacrylamide C(#N)C(=CC=1C=CC(=C(C1)/C=C/C(=O)NO)OC)C(C1=CC(=C(C(=C1)OC)OC)OC)=O